1-(3-(Difluoromethyl)-2-(2-methylthiazol-5-yl)quinolin-5-yl)-3-(tetrahydro-2H-pyran-4-yl)-5,6-dihydroimidazo[1,5-a]pyrazin FC(C=1C(=NC2=CC=CC(=C2C1)C=1N=C(N2C1C=NCC2)C2CCOCC2)C2=CN=C(S2)C)F